chloro-3,3-dimethyl-2,3-dihydro-spiro-[indene-1,9'-xanthene] ClC1=CC=CC=2OC3=CC=CC=C3C3(C12)CC(C1=CC=CC=C13)(C)C